The molecule is 4-Hydroxycinnamyl alcohol with E-configuration of the propenyl double bond. It is one of the main monolignols. It has a role as a monolignol. It is a phenylpropanoid, a member of phenols and a 4-hydroxycinnamyl alcohol. It derives from an (E)-cinnamyl alcohol. C1=CC(=CC=C1/C=C/CO)O